Methyl (S)-5-amino-6-((1-(tert-butoxycarbonyl)pyrrolidin-3-yl)amino)picolinate NC=1C=CC(=NC1N[C@@H]1CN(CC1)C(=O)OC(C)(C)C)C(=O)OC